BrC1=C2CCCC(C2=CC=C1F)NC(OCCCC)=O butyl (5-bromo-6-fluoro-1,2,3,4-tetrahydronaphthalen-1-yl)carbamate